(13R)-3-cyclopropyl-13-(difluoromethyl)-9-(2,6-difluorophenyl)-16-thia-2,4,5,8-tetraazatetracyclo[8.6.0.02,6.011,15]hexadeca-1(10),3,5,8,11(15)-pentaene C1(CC1)C=1N2C=3SC=4C[C@@H](CC4C3C(=NCC2=NN1)C1=C(C=CC=C1F)F)C(F)F